diphenyl-2,4,6-trimethylbenzoylphosphine C1(=CC=CC=C1)P(C(C1=C(C=C(C=C1C)C)C)=O)C1=CC=CC=C1